ClC1=CC(=C(N)C=C1Cl)[N+](=O)[O-] 4,5-Dichloro-2-nitroaniline